CO[C@@H]1C[C@H](N(C1)C)COC=1N=C(C2=C(N1)CN(CC2)C2=CC=CC1=CC=CC(=C21)C)N2C[C@@H](NCC2)CC#N 2-((S)-4-{2-[((2S,4R)-4-methoxy-1-methylpyrrolidin-2-yl)methoxy]-7-(8-methylnaphthalen-1-yl)-5,6,7,8-tetrahydropyrido[3,4-d]pyrimidin-4-yl}piperazin-2-yl)acetonitrile